FC1=C(C=CC(=C1)C)C1SC2=C(C(=CC1)C1=CC=C(C=C1)O[C@@H]1CN(CC1)CCCF)C=CC(=C2)C(=O)O (2-fluoro-4-methyl-phenyl)-5-[4-[(3S)-1-(3-fluoropropyl)pyrrolidin-3-yl]oxyphenyl]-2,3-dihydro-1-benzothiepin-8-carboxylic acid